N-(4-bromo-3-ethylphenyl)methacrylamide BrC1=C(C=C(C=C1)NC(C(=C)C)=O)CC